Acetic acid 2-(4-(dimethoxymethyl) benzyloxy)-4-formylphenyl ester COC(C1=CC=C(COC2=C(C=CC(=C2)C=O)OC(C)=O)C=C1)OC